C1(=CC=CC=C1)[Si](OC)(OC)C1=CC=CC=C1 diphenyldimethoxy-silane